N[C@@H](CCC(=O)O)C(=O)N[C@@H](C(C)C)C(=O)O Glutamyl-Valine